ClC1=CC=C(C=C1)C1=CC(=NN1C=1N=NC(=CC1)C)C1CCNCC1 3-[5-(4-chlorophenyl)-3-(4-piperidyl)pyrazol-1-yl]-6-methyl-pyridazine